N-(4-chloro-3-(1-methyl-1H-1,2,4-triazol-3-yl)phenyl)-1-(2-(2-cyanoacetyl)hydrazinecarbonyl)-3-methyl-6-azabicyclo[3.1.1]heptane-6-carboxamide ClC1=C(C=C(C=C1)NC(=O)N1C2CC(CC1(C2)C(=O)NNC(CC#N)=O)C)C2=NN(C=N2)C